(R)-N-(2-methyl-4-(N-(1-(1-methyl-piperidin-4-yl)ethyl)sulfamoyl)phenyl)-2-(trifluoromethyl)benzamide tert-Butyl-(R)-3-((allyloxy)methyl)piperidine-1-carboxylate C(C)(C)(C)OC(=O)N1C[C@@H](CCC1)COCC=C.CC1=C(C=CC(=C1)S(N[C@H](C)C1CCN(CC1)C)(=O)=O)NC(C1=C(C=CC=C1)C(F)(F)F)=O